1-bromo-2-methoxy-4-(1-(methylsulfonyl)cyclopropyl)benzene BrC1=C(C=C(C=C1)C1(CC1)S(=O)(=O)C)OC